[4-[6-(3,5-dimethylisoxazol-4-yl)-1H-pyrrolo[2,3-b]pyridin-3-yl]-5-(trifluoromethyl)pyrimidin-2-yl]-N2-(2-methoxyethyl)cyclopentane-1,2-diamine CC1=NOC(=C1C1=CC=C2C(=N1)NC=C2C2=NC(=NC=C2C(F)(F)F)C2(C(CCC2)NCCOC)N)C